N-[(1S)-2-[4-(3,5-dimethyl-1H-pyrazol-4-yl)anilino]-1-[(1R)-6-(2-isopropyl-4-pyridyl)indan-1-yl]-2-oxo-ethyl]-2-methyl-pyrazole-3-carboxamide CC1=NNC(=C1C1=CC=C(NC([C@H]([C@@H]2CCC3=CC=C(C=C23)C2=CC(=NC=C2)C(C)C)NC(=O)C=2N(N=CC2)C)=O)C=C1)C